4-[2-(4-aminopiperidin-1-yl)-5-(1-methylpyrazolo[4,3-d]pyrimidin-5-yl)pyrimidin-4-yl]benzonitrile NC1CCN(CC1)C1=NC=C(C(=N1)C1=CC=C(C#N)C=C1)C=1N=CC2=C(N1)C=NN2C